C(C)(C)(C)C1=CC(=NO1)NC(=O)NC1=C(C=C(C=C1)C=1N=NN(C1)C1=CC=C(C=C1)OCCN1CCOCC1)OC 1-(5-tert-butylisoxazol-3-yl)-3-(2-methoxy-4-(1-(4-(2-morpholinoethoxy)phenyl)-1H-1,2,3-triazol-4-yl)phenyl)urea